ClC=1N=NNC1 4-chloro-1,2,3-triazole